C[Hf](C1C2=CC(=CC=C2C=2C=CC(=CC12)C(C)(C)C)C(C)(C)C)(C1C=CC=C1)(=C(C1=CC=C(C=C1)[Si](CC)(CC)CC)C1=CC=C(C=C1)[Si](CC)(CC)CC)C Dimethyl-[bis(p-triethylsilylphenyl)methylene](cyclopentadienyl)(2,7-di-tert-butylfluoren-9-yl)hafnium